CN(COCOCOC(=O)N1C2=CC=CC=C2C=2C=CC=CC12)COCOCOC(=O)N1C2=CC=CC=C2C=2C=CC=CC12 N-methyl-bis({[(9-carbazolylcarbonyloxy)methoxy]methoxy}methyl)amine